2-(4-(2-(4-(2-(2,6-dioxopiperidin-3-yl)-1,3-dioxoisoindolin-5-yl)piperazin-1-yl)ethyl)piperidin-1-yl)-5-(5H-pyrido[4,3-b]indol-7-yl)nicotinonitrile O=C1NC(CCC1N1C(C2=CC=C(C=C2C1=O)N1CCN(CC1)CCC1CCN(CC1)C1=C(C#N)C=C(C=N1)C=1C=CC=2C3=C(NC2C1)C=CN=C3)=O)=O